1-butyl-3-methylimidazole nitrate salt [N+](=O)(O)[O-].C(CCC)N1CN(C=C1)C